N-((1r,3r)-3-((5-(Imidazo[1,2-a]pyrimidin-6-yl)-4-methoxypyrrolo[2,1-f][1,2,4]triazin-2-yl)amino)-1-methylcyclobutyl)acetamide N=1C=CN2C1N=CC(=C2)C=2C=CN1N=C(N=C(C12)OC)NC1CC(C1)(C)NC(C)=O